Cl.NCCCCCCCNC(C(=O)C1N(C(CC1)=O)CC1=CC=CC=C1)=O N-(7-Aminoheptyl)-2-(1-benzyl-5-oxopyrrolidin-2-yl)-2-oxoacetamide Hydrochloride